C(C)(C)(C)OC(=O)N1C(COCCC1)C1=C(C=C(C=C1)O[C@@H](CO)C)Cl 3-[2-Chloro-4-((R)-2-hydroxy-1-methyl-ethoxy)-phenyl]-[1,4]oxazepane-4-carboxylic Acid Tert-butyl Ester